BrC1=C(C=C(C=C1)SC)Cl (4-bromo-3-chlorophenyl)(methyl)sulfane